N,N-dimethyl-pyridine-3-sulfonimidamide CN(S(=O)(=N)C=1C=NC=CC1)C